6-bromo-2-(2,6-dioxopiperidin-3-yl)-1-oxoisoindoline-5-carboxamide BrC1=C(C=C2CN(C(C2=C1)=O)C1C(NC(CC1)=O)=O)C(=O)N